CN[C@@]1(C(CCCC1)=O)C1=CC=CC=C1 (R)-2-(methylamino)-2-phenylcyclohexanone